methyl N-(2-(4-(6-bromohexanamido)phenyl)thiazole-4-carbonyl)-O-(tert-butyldimethylsilyl)-L-seryl-L-serinate BrCCCCCC(=O)NC1=CC=C(C=C1)C=1SC=C(N1)C(=O)N[C@@H](CO[Si](C)(C)C(C)(C)C)C(=O)N[C@@H](CO)C(=O)OC